The molecule is a pyridinium cation with a 3-(triethylammonio)propyl substituent at the 1-position and a 4-(dibutylamino)styryl substituent at the 4-position. It has a role as a fluorochrome. It is a quaternary ammonium ion, a pyridinium ion and a tertiary amine. CCCCN(CCCC)C1=CC=C(C=C1)/C=C/C2=CC=[N+](C=C2)CCC[N+](CC)(CC)CC